tert-Butyl (Z)-2-(3-(2,3-difluorophenoxy)-6-(2-fluoro-2-(4,4,5,5-tetramethyl-1,3,2-dioxaborolan-2-yl)vinyl)-2-(trifluoromethyl)phenyl)-2,9-diazaspiro[5.5]undecane-9-carboxylate FC1=C(OC=2C(=C(C(=CC2)\C=C(\B2OC(C(O2)(C)C)(C)C)/F)N2CC3(CCC2)CCN(CC3)C(=O)OC(C)(C)C)C(F)(F)F)C=CC=C1F